2,4-dibromo-6-chloropyridine BrC1=NC(=CC(=C1)Br)Cl